1-[4-chloro-2-(2,6-dioxo-3-piperidyl)-1-oxo-isoindolin-5-yl]Piperidine-4-carbaldehyde ClC1=C2CN(C(C2=CC=C1N1CCC(CC1)C=O)=O)C1C(NC(CC1)=O)=O